Methyl 2-(4,4-difluoropiperidin-1-yl)-4-nitrobenzoate FC1(CCN(CC1)C1=C(C(=O)OC)C=CC(=C1)[N+](=O)[O-])F